((1R,4R)-2,5-diazabicyclo[2.2.1]heptane-2-yl)-2-(3-(1-(3',4'-difluoro-[1,1'-biphenyl]-3-carbonyl)piperidin-3-yl)phenoxy)-2-methylpropan-1-one [C@H]12N(C[C@H](NC1)C2)C(C(C)(C)OC2=CC(=CC=C2)C2CN(CCC2)C(=O)C=2C=C(C=CC2)C2=CC(=C(C=C2)F)F)=O